NC1=NC(=CC(=N1)N1N=NC2=C1C=CC(=C2)O)C=2OC=CC2 1-[2-amino-6-(furan-2-yl)pyrimidin-4-yl]-1H-1,2,3-benzotriazol-5-ol